5-(3-methoxypropyl)-1,3-cyclopentadiene COCCCC1C=CC=C1